COC=1C=C(CNC(CCCCCCC\C=C/CCCCCCCC)=O)C=CC1 N-(3-methoxybenzyl)-(9Z,12Z)-oleamide